BrCC1(COC1)CNC1=C(C=C(C=C1)NC1=C(C=C(C=C1)F)Cl)C N1-((3-(bromomethyl)oxetan-3-yl)methyl)-N4-(2-chloro-4-fluorophenyl)-2-methylbenzene-1,4-diamine